CN1C2N(CCC1)CCN2 8-methyl-1,2,3,5,6,7-hexahydroimidazolo[1,2-a]pyrimidine